N(=[N+]=[N-])[C@@H]1C[C@@](N(C1)C(=O)OC(C)(C)C)(C(=O)OCC1=CC=CC=C1)CCCCB1OC(C(O1)(C)C)(C)C (2R,4R)-2-Benzyl 1-Tert-Butyl 4-Azido-2-(4-(4,4,5,5-Tetramethyl-1,3,2-Dioxaborolan-2-yl)Butyl)Pyrrolidine-1,2-Dicarboxylate